NC([C@H](CCC(=O)OC(C)(C)C)N1C(C2=CC=C(C=C2C1)C1=NC(=CC(=C1C#N)C(C)C)N)=O)=O Tert-butyl (S)-5-amino-4-(5-(6-Amino-3-cyano-4-isopropylpyridin-2-yl)-1-oxoisoindolin-2-yl)-5-oxopentanoate